ethyl 4-(benzyloxy)-7-(cyclopropylsulfonyl)-11-oxo-2,6,7,11-tetrahydro-1H-furo[2,3-H]pyrido[2,1-a]phthalazine-10-carboxylate C(C1=CC=CC=C1)OC1=CC=2CN(N3C(C2C2=C1OCC2)=CC(C(=C3)C(=O)OCC)=O)S(=O)(=O)C3CC3